2-methyl-6-amino-pyridin CC1=NC(=CC=C1)N